2-(((2R,3S,4R,5R)-5-(6-amino-2-chloro-9H-purin-9-yl)-3-(cyclopropylethynyl)-3,4-dihydroxytetrahydrofuran-2-yl)methoxy)-2-phenylmethylmalonic acid NC1=C2N=CN(C2=NC(=N1)Cl)[C@H]1[C@@H]([C@@]([C@H](O1)COC(C(=O)O)(C(=O)O)CC1=CC=CC=C1)(O)C#CC1CC1)O